O1NC(CC1)=O 1,2-oxazolidin-3-one